methylthio-1,1'-biphenyl-2-amine CSC1=C(C(=CC=C1)C1=CC=CC=C1)N